ClC1=NC(=NC=C1)N(C(OC(C(F)(F)F)(C)C)=O)CC12CCC(CC1)(CC2)C2=NOC(=N2)C(C)(C)F 1,1,1-trifluoro-2-methylpropan-2-yl (4-chloropyrimidin-2-yl)((4-(5-(2-fluoropropan-2-yl)-1,2,4-oxadiazol-3-yl) bicyclo[2.2.2]octan-1-yl)methyl)carbamate